C(C)(C)(C)OC(=O)N1C[C@H](CC1)[C@H](C(=O)OC(C)(C)C)CC1=CC(=CC=C1)OCCNC(=O)OCC1=CC=CC=C1 (R)-3-((R)-3-(3-(2-(((benzyloxy)carbonyl)amino)ethoxy)phenyl)-1-(tert-butoxy)-1-oxopropane-2-yl)pyrrolidine-1-carboxylic acid tert-butyl ester